N-(2-acryloyloxypropyl)pyrrolidone sodium [Na].C(C=C)(=O)OC(CN1C(CCC1)=O)C